O=C1NC(CCC1N1C(C2=CC=C(C=C2C1=O)C#CCOCCOCCOCCO)=O)=O 2-(2,6-dioxo-3-piperidyl)-5-[3-[2-[2-(2-hydroxyethoxy)ethoxy]ethoxy]prop-1-ynyl]isoindoline-1,3-dione